CC1=CC=CC(N1)=O 6-methyl-2-oxopyridin